ClC1=NC=CC(=C1F)C#CC=1N=CN(C1C)C=1C=NC(=CC1)C 2-chloro-3-fluoro-4-((5-methyl-1-(6-methylpyridin-3-yl)-1H-imidazol-4-yl)ethynyl)pyridine